C1(=CC=CC=C1)S(=O)(=O)O.ClC=1C=CC(=NC1)NC(C(=O)N[C@@H]1[C@@H](C[C@H](CC1)C(=O)N(C)C)NC(=O)C=1SC=2CN(CCC2N1)C)=O N-(5-chloropyridin-2-yl)-N'-((1S,2R,4S)-4-[(dimethylamino)carbonyl]-2-{[(5-methyl-4,5,6,7-tetrahydrothiazolo[5,4-c]pyridin-2-yl)carbonyl]amino}cyclohexyl)ethanediamide benzenesulfonate